FC=1C=2N(C=C(C1)C1=CNC=3N=CN=C(C31)C=3C=NN(C3)C)N=CN2 8-fluoro-6-(4-(1-methyl-1H-pyrazol-4-yl)-7H-pyrrolo[2,3-d]pyrimidin-5-yl)-[1,2,4]triazolo[1,5-a]pyridine